6-bromo-3,4-dimethylisochromen-1-one BrC=1C=C2C(=C(OC(C2=CC1)=O)C)C